CCCCCCCCCCCCCCCC(=O)OC[C@H](COP(=O)([O-])OCC[N+](C)(C)C)OC(=O)CCCCCCCCC/C=C/CCCCCC 1-hexadecanoyl-2-(11E-octadecenoyl)-sn-glycero-3-phosphocholine